3-(3-Fluoro-4-((4-methylpyrimidin-2-yl)oxy)phenyl)-7-methoxy-N-(4-methoxybenzyl)-1-methyl-1H-pyrrolo[2,3-d]pyridazin-4-amine FC=1C=C(C=CC1OC1=NC=CC(=N1)C)C1=CN(C2=C(N=NC(=C21)NCC2=CC=C(C=C2)OC)OC)C